4-cyano-4'-methoxybenzophenone C(#N)C1=CC=C(C(=O)C2=CC=C(C=C2)OC)C=C1